N,2-diethyl-N-(3-methoxyphenyl)butanamide C(C)N(C(C(CC)CC)=O)C1=CC(=CC=C1)OC